thallium sorbate C(\C=C\C=C\C)(=O)[O-].[Tl+]